N1,N3-bis(2,3-dihydroxypropyl)-5-[N-(2-hydroxyethyl)hydroxyacetamido]-2,4,6-triiodo-1,3-benzenedicarboxamide OC(CNC(=O)C1=C(C(=C(C(=C1I)N(C(CO)=O)CCO)I)C(=O)NCC(CO)O)I)CO